2-(3-(4-((7H-pyrrolo[2,3-d]pyrimidin-4-yl)amino)-1H-pyrazol-1-yl)-1-(benzylsulfonyl)azetidin-3-yl)acetonitrile N1=CN=C(C2=C1NC=C2)NC=2C=NN(C2)C2(CN(C2)S(=O)(=O)CC2=CC=CC=C2)CC#N